CC1=NN(C(C1)=O)C1=CC=C(C=C1)CC(=O)O 2-[4-(3-Methyl-5-oxo-4H-pyrazol-1-yl)phenyl]-acetic acid